1,2-bis(di-tert-butylphosphino)ethane C(C)(C)(C)P(CCP(C(C)(C)C)C(C)(C)C)C(C)(C)C